icosane-1,20-diylbisphosphonate C(CCCCCCCCCCCCCCCCCCCP([O-])([O-])=O)P([O-])([O-])=O